C(C=C)(=O)OC(C1CO1)CC 2-ethyl-glycidyl acrylate